tert-butyl (R)-3-((3-chloroquinolin-5-yl)amino)pyrrolidine-1-carboxylate ClC=1C=NC2=CC=CC(=C2C1)N[C@H]1CN(CC1)C(=O)OC(C)(C)C